CN(C(OCC1=CC=CC=C1)=O)CCN(C(C1=CC=C(C=C1)C1=CC(=CC=C1)[C@@H](C)NC(C1=C(C=CC(=C1)N1CCN(CC1)C)C)=O)=O)C benzyl N-methyl-N-[2-[methyl-[4-[3-[(1R)-1-[[2-methyl-5-(4-methylpiperazin-1-yl)benzoyl]amino]ethyl]phenyl]benzoyl]amino]ethyl]carbamate